N-((3-chloropyridin-2-yl)methylene)-2-methylpropane-2-sulfinamide ClC=1C(=NC=CC1)C=NS(=O)C(C)(C)C